N2-cyclohexyl-5-(3-methyl-1,2,4-oxadiazol-5-yl)-N3-(pentan-3-yl)pyridine-2,3-diamine C1(CCCCC1)NC1=NC=C(C=C1NC(CC)CC)C1=NC(=NO1)C